N[C@@H]1C2=CC=CC=C2CC12CCN(CC2)C=2NC(C1=C(N2)NN=C1C(=C)C1=CC(=NC=C1F)O)=O (S)-6-(1-amino-1,3-dihydro-spiro[inden-2,4'-piperidin]-1'-yl)-3-(1-(5-fluoro-2-hydroxypyridin-4-yl)vinyl)-1H-pyrazolo[3,4-d]pyrimidin-4(5H)-one